2-((2-oxabicyclo[2.1.1]hexan-4-yl)methyl)isoindoline-1,3-dione C12OCC(C1)(C2)CN2C(C1=CC=CC=C1C2=O)=O